CC1C(C(CC=C1)(C)C)C(\C=C\C)=O racemic-(E)-1-(2,6,6-trimethylcyclohex-3-en-1-yl)but-2-en-1-one